6-{2-hydroxy-1-[4-(2-hydroxyethyl)piperazin-1-yl]propan-2-yl}-3-methoxy-2,3-dihydro-1H-isoindol-1-one OC(CN1CCN(CC1)CCO)(C)C1=CC=C2C(NC(C2=C1)=O)OC